1,2,4,5,6,7-hexamethyl-4,5,6,7-tetrahydroindenyl-trimethoxytitanium CC1C(=C(C=2C(C(C(C(C12)C)C)C)C)[Ti](OC)(OC)OC)C